di(4-tert-butylphenyl)iodonium perfluorobutanesulfonate FC(C(C(C(F)(F)F)(F)F)(F)F)(S(=O)(=O)[O-])F.C(C)(C)(C)C1=CC=C(C=C1)[I+]C1=CC=C(C=C1)C(C)(C)C